carbon ascorbate O=C1C(O)=C([O-])[C@H](O1)[C@@H](O)CO.[C+4].O=C1C(O)=C([O-])[C@H](O1)[C@@H](O)CO.O=C1C(O)=C([O-])[C@H](O1)[C@@H](O)CO.O=C1C(O)=C([O-])[C@H](O1)[C@@H](O)CO